FC1=CC(=C(C(=O)NC(C)(CC(C)(C)C)C)C=C1B1OC(C(O1)(C)C)(C)C)OCOC 4-fluoro-2-(methoxymethoxy)-5-(4,4,5,5-tetramethyl-1,3,2-dioxaborolan-2-yl)-N-(2,4,4-trimethylpentan-2-yl)benzamide